ClC1=NC=2C=3N(C(CC2C=C1O)(C)C(C)C)C=C(C(C3)=O)C(=O)O 2-chloro-3-hydroxy-6-isopropyl-6-methyl-10-oxo-5,10-dihydro-6H-pyrido[1,2-H][1,7]Naphthyridine-9-carboxylic acid